FC1=NN2C(C(=CC(=C2)B2OC(C(O2)(C)C)(C)C)OCC2=CC=C(C=C2)OC)=C1C=O 2-Fluoro-4-((4-methoxybenzyl)oxy)-6-(4,4,5,5-tetramethyl-1,3,2-dioxaborolan-2-yl)pyrazolo[1,5-a]pyridine-3-carbaldehyde